(S)-4-carbonyl-1,2,3,4-tetrahydronaphthalene-1-carbamic acid tert-butyl ester C(C)(C)(C)OC(N[C@H]1CCC(C2=CC=CC=C12)=C=O)=O